3-(2-(1H-pyrazolo[3,4-b]pyridin-5-yl)ethynyl)-4-methyl-N-(3-(3-methyl-1H-1,2,4-triazol-1-yl)-5-(trifluoromethyl)phenyl)benzamide mesylate S(C)(=O)(=O)O.N1N=CC=2C1=NC=C(C2)C#CC=2C=C(C(=O)NC1=CC(=CC(=C1)C(F)(F)F)N1N=C(N=C1)C)C=CC2C